7-Chloro-2-methyl-5-(2-methylpyridin-3-yl)imidazo[1,2-a]Quinoxaline-4(5H)-on ClC=1C=C2N(C(C=3N(C2=CC1)C=C(N3)C)=O)C=3C(=NC=CC3)C